ClC=1C=C(C=C2C=C(N=CC12)NC(=O)[C@H]1[C@@H](C1)C#N)C=1C(=NNC1)C(F)(F)F trans-N-[8-chloro-6-[3-(trifluoromethyl)-1H-pyrazol-4-yl]-3-isoquinolinyl]-2-cyano-cyclopropanecarboxamide